C(C)(=O)N(C1=C(C(=O)OC)C=C(C=C1)C1=NC=C(C=C1)NC(CCC=1C(=NC=CC1)F)=O)CC1CC1 Methyl 2-[acetyl(cyclopropylmethyl)amino]-5-[5-[3-(2-fluoro-3-pyridyl)propanoylamino]-2-pyridyl]benzoate